1-((5-(4-ethylphenyl)-4H-1,2,4-triazol-3-yl)thio)-3-phenylpropan-2-one C(C)C1=CC=C(C=C1)C=1NC(=NN1)SCC(CC1=CC=CC=C1)=O